2-[4-({[(2S)-pyrrolidin-2-yl]methyl}amino)pyrido[3,4-d]pyridazin-1-yl]-5-(trifluoromethyl)phenol formate salt C(=O)O.N1[C@@H](CCC1)CNC=1N=NC(=C2C1C=NC=C2)C2=C(C=C(C=C2)C(F)(F)F)O